2-Fluoro-6-((2S)-2-methyl-1,2,3,6-tetrahydropyridin-4-yl)-4-isobutylbenzonitrile FC1=C(C#N)C(=CC(=C1)CC(C)C)C=1C[C@@H](NCC1)C